ClCOC(N(CCSC)CCNC(=O)OC(C)(C)C)=O N-[2-[[(1,1-dimethylethoxy)carbonyl]amino]ethyl]-N-[2-(methylthio)ethyl]carbamic acid chloromethyl ester